5-[7-fluoro-1-(pyridin-3-ylmethyl)benzoimidazol-2-yl]-1,2,3-thiadiazole FC1=CC=CC2=C1N(C(=N2)C2=CN=NS2)CC=2C=NC=CC2